(2E)-2-methoxyimino-2-[2-[[(Z)-[2-methoxy-1-(2,4,6-trifluorophenyl)ethylidene]amino]oxymethyl]-3-methyl-phenyl]-N-methyl-acetamide CO\N=C(\C(=O)NC)/C1=C(C(=CC=C1)C)CO\N=C(/COC)\C1=C(C=C(C=C1F)F)F